O[C@H](C(=O)N1CC2(CC2)C[C@H]1C(=O)N[C@H](C[C@H]1C(NCC1)=O)C(COC(F)(F)F)=O)CC(C)C (S)-5-((S)-2-hydroxy-4-methylpentanoyl)-N-((R)-3-oxo-1-((S)-2-oxopyrrolidin-3-yl)-4-(trifluoromethoxy)butan-2-yl)-5-azaspiro[2.4]heptane-6-carboxamide